1-(4,6-diphenylpyrimidin-2-yl)ethanone C1(=CC=CC=C1)C1=NC(=NC(=C1)C1=CC=CC=C1)C(C)=O